BrC=1C(=NN2C1N=C(NC2=O)SCC2=CC=C(C=C2)OC)OC 8-bromo-7-methoxy-2-{[(4-methoxyphenyl)methyl]sulfanyl}-3H-pyrazolo[1,5-a][1,3,5]triazin-4-one